C(CCCC)(=O)[O-].C(CCCC)(=O)O.C(CCCC)(=O)[O-].C(CCCC)(=O)[O-].C(CCCC)(=O)[O-].[Hf+4] hafnium pentapentanoate